The molecule is an organic cation obtained by protonation of the secondary amino function of (S)-SKF 38393. It is an ammonium ion derivative and an organic cation. It is a conjugate acid of a (S)-SKF 38393. It is an enantiomer of a (R)-SKF 38393(1+). C1C[NH2+]C[C@H](C2=CC(=C(C=C21)O)O)C3=CC=CC=C3